3-(4-(6-benzylpyridin-3-yl)piperazin-1-yl)-6-(1-methyl-1H-pyrazol-4-yl)pyrazolo[1,5-a]pyridine C(C1=CC=CC=C1)C1=CC=C(C=N1)N1CCN(CC1)C=1C=NN2C1C=CC(=C2)C=2C=NN(C2)C